FC1=C(C(=O)NCC2CCC(CC2)N2N=C3C=C(C=CC3=C2)N2CCN(CC2)C)C=C(C(=C1F)OCC1=CC=C(C=C1)OC)F 2,3,5-trifluoro-4-[(4-methoxyphenyl)methoxy]-N-({(1r,4r)-4-[6-(4-methylpiperazin-1-yl)-2H-indazol-2-yl]cyclohexyl}methyl)benzamide